BrCCO[Si](C)(C)C(C)(C)C 2-bromoethoxy(tert-butyl)dimethylsilane